5-benzyl-N-(5-methyl-4-oxo-2,3,4,5-tetrahydropyrido[3,2-b][1,4]oxazepin-3-yl)-1,3,4-thiadiazole-2-carboxamide C(C1=CC=CC=C1)C1=NN=C(S1)C(=O)NC1C(N(C2=C(OC1)C=CC=N2)C)=O